FC1=C(CO)C(=C(C(=C1F)O)F)F 2,3,5,6-tetrafluoro-para-hydroxybenzyl alcohol